C([O-])(O)=O.C(CCCCCCCCC)[N+](C)(C)CCCCCCCCCC N,N-didecyl-N,N-dimethylammonium bicarbonate